CC1(OB(OC1(C)C)C1=NN(C=C1)C1CCN(CC1)C(=O)OC(C)(C)C)C tert-butyl 4-(3-(4,4,5,5-tetramethyl-1,3,2-dioxaborolan-2-yl)-1H-pyrazol-1-yl)piperidine-1-carboxylate